C(C)(C)(C)OC(=O)N1C[C@@H](CCC1)N1C(C(=NC(=C1)C)C)=O (R)-3-(3,5-dimethyl-2-oxopyrazin-1(2H)-yl)piperidine-1-carboxylic acid tert-butyl ester